2-[4-methoxy(2-m-tolyl-ethoxy)-benzoylamino]-indane-2-carboxylic acid COC1=CC=C(C(=O)N(C2(CC3=CC=CC=C3C2)C(=O)O)OCCC=2C=C(C=CC2)C)C=C1